Cl.CC1=NC(=NC(=C1)C)N1CC2C(C1)CN(C2)C(=O)C2=C(C=CC=C2N2N=CC=N2)F [5-(4,6-Dimethylpyrimidin-2-yl)-hexahydro-pyrrolo[3,4-c]pyrrol-2-yl]-(2-Fluoro-6-[1,2,3]triazol-2-yl-phenyl)-methanon hydrochlorid